ClC1=CC=C(C=C1)NC1=NC2=C(C=C(C=C2C(N1C)=O)C)C(C)NC1=C(C(=O)O)C=CC=C1 ((1-(2-((4-chlorophenyl)amino)-3,6-dimethyl-4-oxo-3,4-dihydroquinazolin-8-yl)ethyl)amino)benzoic acid